C(C)(C)C1=C(C=CC=C1)C1=CC=C(C=C1C(C)C)C(C)C 2',4,6-triisopropyl-1,1-biphenyl